COC[C@H]1N(C[C@@H](NC1)C)C(=O)OC(C)(C)C tert-butyl (2s,5s)-2-(methoxymethyl)-5-methylpiperazine-1-carboxylate